(benzamide) 5-chloro-thiophene-3-carboxylate ClC1=CC(=CS1)C(=O)O.C(C1=CC=CC=C1)(=O)N